5-(2-(difluoromethyl)pyridin-3-yl)isoindoline trifluoroacetic Acid Salt FC(C(=O)O)(F)F.FC(C1=NC=CC=C1C=1C=C2CNCC2=CC1)F